NC1CC(C1)N1N=CC(=C1)OC=1C=CC(=C(C1)C1=NN(C=C1NC(=O)C=1C=NN2C1N=CC=C2)C)OC(F)F N-[3-[5-[1-(3-aminocyclobutyl)pyrazol-4-yl]oxy-2-(difluoromethoxy)phenyl]-1-methyl-pyrazol-4-yl]pyrazolo[1,5-a]pyrimidine-3-carboxamide